cis-2-(((cis-4-(2-cyanophenyl)cyclohexyl)oxy)methyl)-N-ethyl-3-((methylsulfonyl)amino)piperidine-1-carboxamide C(#N)C1=C(C=CC=C1)[C@H]1CC[C@H](CC1)OC[C@@H]1N(CCC[C@@H]1NS(=O)(=O)C)C(=O)NCC